3-(trihydroxysilyl)-propyl methyl phosphate P(=O)(OCCC[Si](O)(O)O)(OC)[O-]